C(C=C)(=O)N1CC(CC1)C=1C=C(C=C2C=NC=NC12)C1=CC(=C(C(=O)NC2=NC=CC(=C2)C(F)(F)F)C=C1)F 4-(8-(1-propenoylpyrrolidin-3-yl)quinazolin-6-yl)-2-fluoro-N-(4-(trifluoromethyl)pyridin-2-yl)benzamide